OC(C)SC1=CC(=CC=C1)SCCS 1-hydroxyethylthio-3-mercaptoethylthioBenzene